1-(3-(difluoromethoxy)phenyl)-3-(isoquinolin-4-yl)-2-oxoimidazoline-4-carbonitrile FC(OC=1C=C(C=CC1)N1C(N(C(C1)C#N)C1=CN=CC2=CC=CC=C12)=O)F